4-(4-((1-(3-fluoropropyl)azetidin-3-yl)methyl)phenyl)-2H-thiochromene-7-carboxylic acid methyl ester COC(=O)C1=CC=C2C(=CCSC2=C1)C1=CC=C(C=C1)CC1CN(C1)CCCF